benzyl thioacrylate C(C=C)(=S)OCC1=CC=CC=C1